FC1=CC=2N=C(SC2C=2C[C@H](OC21)CNC(OCC)=O)C2=C1N=CC(=NC1=CC(=C2)C)OC (S)-ethyl ((5-fluoro-2-(2-methoxy-7-methylquinoxalin-5-yl)-7,8-dihydrobenzofuro[5,4-d]thiazol-7-yl) methyl)carbamate